oxo-bis-(N-methylphthalimide) O(C1=C2C(C(=O)N(C2=O)C)=CC=C1)C1=C2C(C(=O)N(C2=O)C)=CC=C1